2-hydroxy-2-methyl-1-[2-(2-hydroxyethoxy)phenyl]propane-1-one dipalladium [Pd].[Pd].OC(C(=O)C1=C(C=CC=C1)OCCO)(C)C